4-{4-[(3-methoxybenzyl)oxy]piperidin-1-yl}-1-methyl-2-oxo-1,2-dihydroquinoline-3-carbonitrile COC=1C=C(COC2CCN(CC2)C2=C(C(N(C3=CC=CC=C23)C)=O)C#N)C=CC1